5-bromo-1-{5-[(4-methoxyphenyl)methoxy]pentyl}-4-methyl-1H-benzotriazole BrC1=C(C2=C(N(N=N2)CCCCCOCC2=CC=C(C=C2)OC)C=C1)C